N-[rac-(2R)-2-(hydroxymethyl)-2-methyl-6-morpholino-3H-benzofuran-5-yl]pyrrolo[2,1-f][1,2,4]triazine-7-carboxamide OC[C@@]1(OC2=C(C1)C=C(C(=C2)N2CCOCC2)NC(=O)C2=CC=C1C=NC=NN12)C |r|